N-methyl-1-[6-[5-(6-methyl-2-pyridyl)-1H-imidazol-4-yl]-4-quinolyl]methanamine CNCC1=CC=NC2=CC=C(C=C12)C=1N=CNC1C1=NC(=CC=C1)C